2-[2-(1,1-difluoroethyl)-4,6-dimethylpyrimidin-5-yl]sulfonyl-6-[(4-methyloxan-4-yl)methyl]-2,6-diazaspiro[3.3]heptane FC(C)(F)C1=NC(=C(C(=N1)C)S(=O)(=O)N1CC2(C1)CN(C2)CC2(CCOCC2)C)C